isopropyl 2-(3-((R/S)-1-(((R)-tert-butylsulfinyl) amino) ethyl) phenyl)-2-methylpropionate C(C)(C)(C)[S@@](=O)N[C@H](C)C=1C=C(C=CC1)C(C(=O)OC(C)C)(C)C |&1:7|